C(CCCC#CC#CCCCCCCCC)(=O)O 5,7-hexadecadiynoic acid